2'-(3-fluoro-4-(trifluoromethyl)benzyl)-6'-(2-formylphenyl)-1'-oxo-1',4'-dihydro-2'H-spiro[cyclopentane-1,3'-isoquinoline]-4'-carboxylic acid FC=1C=C(CN2C(C3=CC=C(C=C3C(C23CCCC3)C(=O)O)C3=C(C=CC=C3)C=O)=O)C=CC1C(F)(F)F